6-hexyl-1H-furo[3,4-f]isoindole C(CCCCC)N1C=C2C=C3C(=CC2=C1)COC3